FC(C=1C=C(C(=NC1)OC1=C(C=C(C#N)C=C1)F)F)F 4-((5-(difluoromethyl)-3-fluoropyridin-2-yl)oxy)-3-fluorobenzonitrile